2-(cyclopentyl(methyl)amino)-5-(N,N-dimethylsulfamoyl)-N-(5-ethylthiazol-2-yl)benzamide C1(CCCC1)N(C1=C(C(=O)NC=2SC(=CN2)CC)C=C(C=C1)S(N(C)C)(=O)=O)C